C(C)(C)(C)OC(NC12CCC(CC1)(C2)C(N(C)OC)=O)=O {4-[methoxy(methyl)carbamoyl]bicyclo[2.2.1]heptan-1-yl}carbamic acid tert-butyl ester